N-((6-(2,6-dichloro-3,5-dimethoxyphenyl)-2-(methylthio)pyrido[3,4-d]pyrimidin-8-yl)methyl)cyclopropylamine ClC1=C(C(=C(C=C1OC)OC)Cl)C1=CC2=C(N=C(N=C2)SC)C(=N1)CNC1CC1